C(C=C)(=O)O.[Si]([O-])([O-])([O-])O.[Mg+2].[Li+] lithium magnesium silicate, acrylic acid salt